(S)-N-((S)-1-(4-cyanothiophen-2-yl)-3-methylbutyl)-2-methylpropane-2-sulfinamide C(#N)C=1C=C(SC1)[C@H](CC(C)C)N[S@@](=O)C(C)(C)C